Methyl (S)-3-isopropyl-4-(4-methoxybenzyl)-2,3,4,5-tetrahydrobenzo[f][1,4]oxazepine-8-carboxylate C(C)(C)[C@H]1COC2=C(CN1CC1=CC=C(C=C1)OC)C=CC(=C2)C(=O)OC